N-(3-(3-cyanoimidazo[1,2-a]pyridin-6-yl)-6'-methyl-[2,2'-bipyridin]-5-yl)acetamide C(#N)C1=CN=C2N1C=C(C=C2)C=2C(=NC=C(C2)NC(C)=O)C2=NC(=CC=C2)C